BrC1=C(C=C(C(=O)N2CC3=C(C(N(C=4N3N=CC4CC#C)C4=CC=C(C(=O)NC)C=C4)=O)CC2C)C=C1)C(F)(F)F 4-(8-(4-bromo-3-(trifluoromethyl)benzoyl)-7-methyl-5-oxo-3-(prop-2-yn-1-yl)-6,7,8,9-tetrahydropyrazolo[1,5-a]pyrido[4,3-e]pyrimidin-4(5H)-yl)-N-methylbenzamide